N[C@H]1[C@@H](CC[C@H](C2=NC=CC=C21)O)C2=C(C(=CC=C2)F)F (5S,6S,9R)-5-amino-6-(2,3-difluorophenyl)-6,7,8,9-tetrahydro-5H-cyclohepta[b]pyridine-9-ol